4,7-difluoroindan-1-one FC1=C2CCC(C2=C(C=C1)F)=O